CC1=C(C2=C(C=C1)[C@@](C3=CC(=C(C(=C3C2=O)C)C(=O)O)O)(C)OO[C@@]4(C5=C(C(=C(C=C5)C)O)C(=O)C6=C(C(=C(C=C64)O[C@@H]7[C@@H]([C@H]([C@H]([C@H](O7)CO)O)O)O)C(=O)O)C)C)O The molecule is an organic peroxide, which is the 3-alpha-D-galactopyranosyl substituted derivative of the dimer obtained by oxidation at the 10-hydroxy position of (10S)-3,8,10-trihydroxy-1,7,10-trimethyl-9-oxo-9,10-dihydroanthracene-2-carboxylic acid. It is isolated from the fermentation broth of Streptomyces. It has a role as a metabolite and an antimicrobial agent. It is an organic peroxide, a member of anthracenes, an alpha-D-galactoside, a dicarboxylic acid, a member of phenols and a monosaccharide derivative.